CC(C(C12CC(C1)(C2)C2=CC=CC=C2)NC(=O)C2CN(CCC2)C(=O)OC(C)(C)C)C tert-butyl 3-((2-methyl-1-(3-phenylbicyclo[1.1.1]pentan-1-yl)propyl)carbamoyl)piperidine-1-carboxylate